2-(7-Methoxy-2,3-dihydro-benzo[1,4]dioxin-6-yl)-ethylamine COC=1C(=CC2=C(OCCO2)C1)CCN